C(C)(=O)C1=CC(=CN2N1C=C(N(C2=O)C)O)C 6-acetyl-3-hydroxy-2,8-dimethylpyridazino[1,2-a][1,2,4]triazin-1(2H)-one